(R)-1-(3-(3-(2-cyano-3-(dimethylamino)-3-oxo-prop-1-enyl)phenoxy)propanamido)-2-phenylethyl-boronic acid C(#N)C(=CC=1C=C(OCCC(=O)N[C@@H](CC2=CC=CC=C2)B(O)O)C=CC1)C(=O)N(C)C